6-bromo-7-fluoro-spiro[2,3-dihydroisoquinoline-4,1'-cyclopropane] BrC=1C=C2C(=CC1F)CNCC21CC1